CC(C)C(CCC(C)C)S(=O)(=O)O 2,6-dimethyl-3-heptanesulfonic acid